6-(6-(allyloxy)-2,3-dichlorophenyl)-6,7-dihydro-5H-pyrrolo[2,1-c][1,2,4]triazole-3-carbaldehyde C(C=C)OC1=CC=C(C(=C1C1CC2=NN=C(N2C1)C=O)Cl)Cl